B(O)(O)O.C1(=CC=CC=C1)[K] phenyl-potassium borate salt